N4-(5-amino-2-fluorophenyl)-5-chloro-N2-(1-methyl-1H-pyrazol-4-yl)pyrimidine-2,4-diamine NC=1C=CC(=C(C1)NC1=NC(=NC=C1Cl)NC=1C=NN(C1)C)F